Methyl 6-chloro-3-(4-morpholinoanilino)5-(2-pyridylamino)pyrazine-2-carboxylate ClC1=C(N=C(C(=N1)C(=O)OC)NC1=CC=C(C=C1)N1CCOCC1)NC1=NC=CC=C1